FC1=C(C=C(C(=C1)F)F)C(C(=O)O)C(C)=C=O (2,4,5-trifluorophenyl)-3-carbonylbutanoic acid